6,6-Dimethyl-8-(piperidin-3-yloxy)-6H-benzo[b]naphtho[2,3-d]furan-11-one CC1(C2=CC(=CC=C2C(C=2C3=C(OC21)C=CC=C3)=O)OC3CNCCC3)C